ClC=1N=CC(=NC1)CNC(=O)[C@H]1N(C[C@@H](C1)O)C(=O)[C@H](C(C)(C)C)NC(OC(C)(C)C)=O tert-butyl N-[(1S)-1-[(2S,4R)-2-[(5-chloropyrazin-2-yl)methyl carbamoyl]-4-hydroxy-pyrrolidine-1-carbonyl]-2,2-dimethyl-propyl]carbamate